C1(CCCCC1)CN1CCCCCC1 1-(cyclohexylmethyl)azepan